N1N=CC=2C1=NC=CC2N2C1=C(OCC2)C=NC=C1 1-{1H-pyrazolo[3,4-b]pyridine-4-yl}-1H,2H,3H-pyrido[3,4-b][1,4]oxazine